4-iodo-1-((2-(trimethylsilyl)ethoxy)methyl)-1H-imidazole-2-Carboxamide IC=1N=C(N(C1)COCC[Si](C)(C)C)C(=O)N